CN(CCOCCN(C(CC(=O)N)=O)C)C N-[2-[2-(dimethylamino)ethoxy]ethyl]-N-methyl-1,3-propanediamide